C(C1=CC=CC=C1)OC1=C(C=CC=C1C(C)C1CC1)C(CC(=O)OC)C methyl 3-(2-(benzyloxy)-3-(1-cyclopropylethyl)phenyl)butyrate